NC1=CC(=NO1)C1CCN(CC1)C(=O)C1=C(C=C(C=C1)C(F)(F)F)F (4-(5-aminoisoxazol-3-yl)piperidin-1-yl)(2-fluoro-4-(trifluoromethyl)phenyl)methanone